trans-4-(1-(4-chlorophenyl)-1H-pyrazol-4-yl)-N-(6-chloroquinolin-2-yl)cyclohexanecarboxamide ClC1=CC=C(C=C1)N1N=CC(=C1)[C@@H]1CC[C@H](CC1)C(=O)NC1=NC2=CC=C(C=C2C=C1)Cl